COC=O.NC=1C(=CC=NC1)C=O 5-amino-4-formylpyridine methyl-formate